FC=1C(=CC2=CN(N=C2C1)C1CCC(CC1)CO)NC(=O)C1=NC=CN=C1 N-[6-fluoro-2-[4-(hydroxymethyl)cyclohexyl]indazol-5-yl]pyrazine-2-carboxamide